3,4,5,3',4',5'-hexahydroxybenzophenone OC=1C=C(C(=O)C2=CC(=C(C(=C2)O)O)O)C=C(C1O)O